NC1(CCCCC1)OC1=C(C=C(C=C1)S(=O)(=O)C)C=1C=C(C(N(C1)C)=O)C 5-[2-(4-trans-aminocyclohexyl)oxy-5-methylsulfonylphenyl]-1,3-dimethylpyridin-2-one